IC(C)(C(C)(C)I)C 2,3-diiodo-2,3-dimethylbutane